methyl 2-{[(2-chlorophenyl) (phenyl)methyl] amino}-5-methoxy-1-methyl-6-oxo-1,6-dihydropyrimidine-4-carboxylate ClC1=C(C=CC=C1)C(C1=CC=CC=C1)NC=1N(C(C(=C(N1)C(=O)OC)OC)=O)C